2-chloro-4-[[5-[2,3-difluoro-4-(fluoromethoxy)phenyl]-1-methyl-imidazole-2-carbonyl]amino]benzoic acid ClC1=C(C(=O)O)C=CC(=C1)NC(=O)C=1N(C(=CN1)C1=C(C(=C(C=C1)OCF)F)F)C